N-(2'-chloro-4-((methylamino)methyl)-[1,1'-biphenyl]-2-yl)thiophene-3-sulfonamide ClC1=C(C=CC=C1)C1=C(C=C(C=C1)CNC)NS(=O)(=O)C1=CSC=C1